CN1C(NC=C1)=O 3-methyl-2-oxoimidazole